5-methyl-8-(4-(5-methylbenzo[d]oxazol-2-yl)piperidin-1-yl)-6-oxo-5,6-dihydro-1,5-naphthyridine-2-carbonitrile CN1C=2C=CC(=NC2C(=CC1=O)N1CCC(CC1)C=1OC2=C(N1)C=C(C=C2)C)C#N